2-acetamido-2-deoxygalactose C(C)(=O)N[C@@H](C=O)[C@@H](O)[C@@H](O)[C@H](O)CO